FC(C=1C=CC(=NC1)CNN1C(CCCC1)=O)(F)F 1-(((5-(trifluoromethyl)pyridin-2-yl)methyl)amino)piperidin-2-one